NC=1SC2=C(N1)C=CC(=C2)C=2C=NC=1CCN(C(C1C2)=O)C(C)C2=C(C=CC=C2)OC(F)(F)F 3-(2-aminobenzo[d]thiazol-6-yl)-6-(1-(2-(trifluoromethoxy)phenyl)ethyl)-7,8-dihydro-1,6-naphthyridin-5(6H)-one